N-[(2,3-dimethoxyphenyl)methyl]-1-[2-(1-piperidinyl)-4-pyridinyl]-methanamine COC1=C(C=CC=C1OC)CNCC1=CC(=NC=C1)N1CCCCC1